2-cyclopropyl-N-(2,2,2-trifluoroethyl)acetamide C1(CC1)CC(=O)NCC(F)(F)F